5-(piperidin-1-yl)-2-aminopyridine N1(CCCCC1)C=1C=CC(=NC1)N